4-((2-cyanophenyl)thio)-6-(1-(1-(2-methoxyethyl)piperidin-4-yl)-5-methyl-1H-pyrazol-4-yl)pyrazolo[1,5-a]pyridine-3-carbonitrile C(#N)C1=C(C=CC=C1)SC=1C=2N(C=C(C1)C=1C=NN(C1C)C1CCN(CC1)CCOC)N=CC2C#N